CC1(NC(NC(C1)=O)=NC(OC(C)(C)C)=O)C tert-butyl (4,4-dimethyl-6-oxotetrahydropyrimidin-2(1H)-ylidene)carbamate